ClC1=C2C(=NC=C1OC=1C=NN3C1C(=NC=C3)NC)N=C(N2C)NC=2C(N(C=C(C2)C(F)(F)F)[C@@H]2COCC2)=O (S)-3-((7-chloro-1-methyl-6-((4-(methylamino)pyrazolo[1,5-a]pyrazin-3-yl)oxy)-1H-imidazo[4,5-b]pyridin-2-yl)amino)-1-(tetrahydrofuran-3-yl)-5-(trifluoromethyl)pyridin-2(1H)-one